(1R)-1-[4-methyl-5-(4,4,5,5-tetramethyl-1,3,2-dioxaborolan-2-yl)pyridin-2-yl]ethanol CC1=CC(=NC=C1B1OC(C(O1)(C)C)(C)C)[C@@H](C)O